C1(=CC=CC=C1)C1=CN=CN1CN1C(CC(C1)CCC)=O 1-[(5-phenyl-1H-imidazol-1-yl)methyl]-4-propylpyrrolidin-2-one